N-(3-FORMYL-4-METHYL-PHENYL)-ACETAMIDE C(=O)C=1C=C(C=CC1C)NC(C)=O